4-(2-(ethyl(2-(4-Methyl ((6-hydroxy-2-(4-(methylsulfonyl)phenyl)naphthalen-1-yl)oxy)phenoxy)ethyl)amino)ethoxy)benzoate C(C)N(CCOC1=CC=C(C(=O)[O-])C=C1)CCOC1=C(C=C(C=C1)C)OC1=C(C=CC2=CC(=CC=C12)O)C1=CC=C(C=C1)S(=O)(=O)C